FC1=CC=C(C(C)O)C=C1 4-fluoro-α-methylbenzyl alcohol